triethylammonium tetrakis-(perfluoronaphthyl)borate FC1=C(C2=C(C(=C(C(=C2C(=C1F)F)F)F)F)F)[B-](C1=C(C(=C(C2=C(C(=C(C(=C12)F)F)F)F)F)F)F)(C1=C(C(=C(C2=C(C(=C(C(=C12)F)F)F)F)F)F)F)C1=C(C(=C(C2=C(C(=C(C(=C12)F)F)F)F)F)F)F.C(C)[NH+](CC)CC